Cl.C1(CC1)C1=NN(C(=C1)C(F)(F)F)CC(=O)N1[C@H]([C@H](CC1)N1CCNC2(CC2)C1)C1=C(C(=CC=C1)OC([2H])([2H])[2H])C 2-[3-Cyclopropyl-5-(trifluoromethyl)pyrazol-1-yl]-1-[(2S,3S)-3-(4,7-diazaspiro[2.5]octan-7-yl)-2-[2-methyl-3-(trideuteriomethoxy)phenyl]pyrrolidin-1-yl]ethanone hydrochloride